CN(CCCNC(=O)C1=CC(=NC(=C1)C(=O)NCCCN(CCCCCCCCC(=O)OC(CC)CCCCC)CCCCCCCCC(=O)OC(CC)CCCCC)C(=O)NCCCN(CCCCCCCCC(=O)OC(CC)CCCCC)CCCCCCCCC(=O)OC(CC)CCCCC)C tetra(octan-3-yl) 9,9',9'',9'''-((((4-((3-(dimethylamino)propyl)carbamoyl)pyridine-2,6-dicarbonyl)bis(azanediyl))bis(propane-3,1-diyl))bis(azanetriyl))tetranonanoate